Propane-1-sulfonic acid [3-(5-chloro-1H-pyrrolo[2,3-b]pyridine-3-carbonyl)-2,4-difluoro-phenyl]-amide ClC=1C=C2C(=NC1)NC=C2C(=O)C=2C(=C(C=CC2F)NS(=O)(=O)CCC)F